4-(4-((1R,5S)-3,8-diazabicyclo[3.2.1]octan-3-yl)-2-(3-(dimethylamino)-2,2-dimethylpropoxy)-8-fluoroquinazolin-7-yl)naphthalen-2-ol [C@H]12CN(C[C@H](CC1)N2)C2=NC(=NC1=C(C(=CC=C21)C2=CC(=CC1=CC=CC=C21)O)F)OCC(CN(C)C)(C)C